OC=1C=C2C=CC(=CC2=CC1)C=O 6-hydroxy-2-naphthalenal